C1(CC1)OC1=C(C=C(C(=O)O)C=C1)C=O 4-CYCLOPROPOXY-3-FORMYLBENZOIC ACID